2'-[6-amino-5-(trifluoromethoxy)pyridin-3-yl]-N-[(1R)-1-(pyridin-2-yl)ethyl]-5',6'-dihydrospiro[pyrrolidine-3,4'-pyrrolo[1,2-b]pyrazole]-1-carboxamide NC1=C(C=C(C=N1)C=1C=C2N(N1)CCC21CN(CC1)C(=O)N[C@H](C)C1=NC=CC=C1)OC(F)(F)F